N[C@@H]1[C@H](CCCC1)C1=C(C2=NC(=CC(=C2S1)NCC=1SC=CC1)Cl)C1CC1 2-((1s,2s)-2-aminocyclohexyl)-5-chloro-3-cyclopropyl-N-(thiophen-2-ylmethyl)thieno[3,2-b]pyridin-7-amine